N-[7-benzyloxy-5-fluoro-6-(1,1,4-trioxo-1,2,5-thiadiazolidin-2-yl)-2-naphthyl]-2-[1-[1-(2,6-dioxo-3-piperidyl)-3-methyl-2-oxo-benzimidazol-5-yl]-4-hydroxy-4-piperidyl]acetamide C(C1=CC=CC=C1)OC1=C(C(=C2C=CC(=CC2=C1)NC(CC1(CCN(CC1)C1=CC2=C(N(C(N2C)=O)C2C(NC(CC2)=O)=O)C=C1)O)=O)F)N1S(NC(C1)=O)(=O)=O